(1r,3r)-3-(Dimethylamino)cyclobutyl (8-amino-7-fluoro-6-(8-methyl-2,3-dihydro-1H-pyrido[2,3-b][1,4]oxazin-7-yl)isoquinolin-3-yl)carbamate hydrochloride Cl.NC=1C(=C(C=C2C=C(N=CC12)NC(OC1CC(C1)N(C)C)=O)C1=C(C2=C(OCCN2)N=C1)C)F